O1CCN(CC1)CCN1C=C(C=CC1=O)C(=O)NC1=CC=C(C=C1)OC(F)(F)F 1-(2-Morpholinoethyl)-6-oxo-N-[4-(trifluoromethoxy)phenyl]pyridine-3-carboxamide